4-(N-(3-(tert-butyl)-5-cyclopropylbenzyl)-2-(N-(2-(trifluoromethyl)benzyl)-(2,3,4,5,6-pentafluoro-phenyl)sulfonamido)acetamido)-3-methoxybenzoic acid C(C)(C)(C)C=1C=C(CN(C(CN(S(=O)(=O)C2=C(C(=C(C(=C2F)F)F)F)F)CC2=C(C=CC=C2)C(F)(F)F)=O)C2=C(C=C(C(=O)O)C=C2)OC)C=C(C1)C1CC1